FC1=CC=C(C=C1)C=CCO 3-(4-fluorophenyl)-2-propenol